N1CC(C1)C(=O)N1[C@@H](CN(CC1)C=1C=2N(C=C(C1)S(=O)(=O)NC1(CC1)C)C(=NC2)C=2SC(=NN2)C(F)F)C (R)-8-(4-(azetidine-3-carbonyl)-3-methylpiperazin-1-yl)-3-(5-(difluoromethyl)-1,3,4-thiadiazol-2-yl)-N-(1-methylcyclopropyl)imidazo[1,5-a]pyridine-6-sulfonamide